6-(Azetidin-1-yl)-N-(2-ethylquinoline-8-sulfonyl)-4-fluoro-1-benzofuran-2-carboxamide N1(CCC1)C1=CC2=C(C=C(O2)C(=O)NS(=O)(=O)C=2C=CC=C3C=CC(=NC23)CC)C(=C1)F